methyl 2-(phenylcarbamoyl)-5-pyrazolo[1,5-a]pyridin-5-yl-furan-3-carboxylate C1(=CC=CC=C1)NC(=O)C=1OC(=CC1C(=O)OC)C1=CC=2N(C=C1)N=CC2